BrCC=1SC(=CN1)C=1OC(=NN1)C(F)F 2-[2-(bromomethyl)-1,3-thiazol-5-yl]-5-(difluoromethyl)1,3,4-oxadiazole